C(C)(C)(C)OC(=O)NC(C(=O)N[C@@H](CC1=CC=C(C=C1)O)C(=O)O)CCCCNC(=O)OC(C)(C)C (S)-2,6-di-t-butoxycarbonylaminohexanoyl-L-tyrosine